4-(1,3-Dithiolan-2-yl)-2-methoxyphenyl cinnamate C(C=CC1=CC=CC=C1)(=O)OC1=C(C=C(C=C1)C1SCCS1)OC